C12OCC(N(C1)C=1OC(=C(N1)C(=O)NC1=CC(=C(C(=C1)F)OC1CC3CC3C1)F)CC(F)(F)F)C2 2-(2-oxa-5-azabicyclo[2.2.1]heptan-5-yl)-N-(4-(cis-bicyclo[3.1.0]hexan-3-yloxy)-3,5-difluorophenyl)-5-(2,2,2-trifluoroethyl)oxazole-4-carboxamide